OC1(COC1)C1=CC=C(C=C1)C(=O)N1CCC(CC1)C1=CC(=NC=C1)C(F)(F)F (4-(3-hydroxyoxetan-3-yl)phenyl)(4-(2-(trifluoromethyl)pyridin-4-yl)piperidin-1-yl)methanone